C(C)(C)(C)OC(=O)N1[C@@H](C[C@H](C1)NC(=O)C1=NC(=NO1)C1=C(C=CC(=C1)OC(F)(F)F)C1CC1)CN1N=NC=C1 (2S,4R)-2-((1H-1,2,3-triazol-1-yl)methyl)-4-(3-(2-cyclopropyl-5-(trifluoromethoxy)phenyl)-1,2,4-oxadiazole-5-carboxamido)pyrrolidine-1-carboxylic acid tert-butyl ester